5-fluoro-1-[(1s,4r)-4-(4-fluorophenyl)-2-(1H-1,2,4-triazol-1-yl)cyclopentyl]piperidin-3-amine FC1CC(CN(C1)[C@@H]1C(C[C@@H](C1)C1=CC=C(C=C1)F)N1N=CN=C1)N